C(=O)C1=C(N(C(=C1)C)C1=C(C#N)C=CC=C1)C 2-(3-formyl-2,5-dimethyl-1H-pyrrol-1-yl)benzonitrile